3-(4-(4,4,5,5-tetramethyl-1,3,2-dioxaborolan-2-yl)phenyl)-3-(4-(trifluoromethoxy)phenyl)-7-(trifluoromethyl)indolin-2-one di-sodium hydrogen phosphate P(=O)(O)([O-])[O-].[Na+].[Na+].CC1(OB(OC1(C)C)C1=CC=C(C=C1)C1(C(NC2=C(C=CC=C12)C(F)(F)F)=O)C1=CC=C(C=C1)OC(F)(F)F)C